N-(4-((R)-2-(4-Fluoro-6-methoxypyridin-3-yl)propyl)-6-(((R)-1-hydroxy-4-methylpentan-2-yl)amino)-1,3,5-triazin-2-yl)methanesulfonamide FC1=C(C=NC(=C1)OC)[C@@H](CC1=NC(=NC(=N1)N[C@@H](CO)CC(C)C)NS(=O)(=O)C)C